3-fluoro-N-(6-(2-methylpyridin-4-yl)imidazo[1,2-a]pyridin-2-yl)tetrahydrofuran-3-carboxamide FC1(COCC1)C(=O)NC=1N=C2N(C=C(C=C2)C2=CC(=NC=C2)C)C1